N-[[2-(3-chlorophenyl)oxetan-2-yl]methyl]spiro[3.3]heptane-2-carboxamide ClC=1C=C(C=CC1)C1(OCC1)CNC(=O)C1CC2(C1)CCC2